P(OCCCCCCCCCCCCCCCC)(OCCCCCCCCCCCCCCCC)[O-] di(hexadecyl) phosphite